(4-bromo-3-fluorophenyl)(2,2-diethoxyethyl)sulfane BrC1=C(C=C(C=C1)SCC(OCC)OCC)F